zinc (8-hydroxyquinoline) OC=1C=CC=C2C=CC=NC12.[Zn]